Cl.FC(C1(COC1)N)(F)F 3-(trifluoromethyl)oxetane-3-amine hydrochloride